4-bromo-5-chloro-7-methyl-1H-indole-1-carboxylic acid tert-butyl ester C(C)(C)(C)OC(=O)N1C=CC2=C(C(=CC(=C12)C)Cl)Br